3-chloro-4-(4,4,5,5-tetramethyl-1,3,2-dioxaborolane-2-yl)phenol ClC=1C=C(C=CC1B1OC(C(O1)(C)C)(C)C)O